ClC1=C(C(=CC=C1F)F)C(C)OC=1C(=NC=C(C1)C1=CC=C(C=C1)OCCN1CCOCC1)N 3-[1-(2-chloro-3,6-difluoro-phenyl)-ethoxy]-5-[4-(2-morpholin-4-yl-ethoxy)-phenyl]-pyridin-2-ylamine